4-(1-(2,6-bis(benzyloxy)pyridin-3-yl)-3-methyl-1H-indazol-5-yl)-3,6-dihydropyridine-1(2H)-carboxylic acid tert-butyl ester C(C)(C)(C)OC(=O)N1CCC(=CC1)C=1C=C2C(=NN(C2=CC1)C=1C(=NC(=CC1)OCC1=CC=CC=C1)OCC1=CC=CC=C1)C